OC1=CC=C(C=C1)C=1C=C(NC1)C(=O)C1=CC(=C(C(=C1)OC)OC)OC [4-(4-hydroxyphenyl)-1H-pyrrol-2-yl](3,4,5-trimethoxyphenyl)methanone